3-(3-Chloro-5-((2-chlorobenzyl)oxy)-4-fluorophenyl)-5-(2,4-dimethoxypyrimidin-5-yl)-2H-[1,3'-bipyridin]-2-one ClC=1C=C(C=C(C1F)OCC1=C(C=CC=C1)Cl)C=1C(N(C=C(C1)C=1C(=NC(=NC1)OC)OC)C=1C=NC=CC1)=O